C(C)N1N=C2C=C(C=CC2=C1N1CCN(CC1)C(C=C)=O)C1=C(C=CC=C1OC)F 1-(4-(2-ethyl-6-(2-fluoro-6-methoxyphenyl)-2H-indazol-3-yl)piperazin-1-yl)prop-2-en-1-one